C(C)(C)(C)OC(N[C@@H]1CC[C@H](CC1)NC(=O)C=1OC2=C(C1)C=C(C=C2)Cl)=O trans-(4-(5-chlorobenzofuran-2-carboxamido)cyclohexyl)carbamic acid tert-butyl ester